N1C=NC2=C1C=C(C=C2)N2C(C(=C(C2C2=C(C(=CC=C2)F)F)C)OC)=O 1-(1H-Benzo[d]imidazol-6-yl)-5-(2,3-difluorophenyl)-3-methoxy-4-methyl-1H-pyrrol-2(5H)-one